C1=NC=CC2=CC(=CC=C12)C1N(CC(CC1)C)C(C(=O)NC=1C=C(C(=NC1)NC(OC(C)(C)C)=O)C)=O tert-butyl N-[5-[[2-[2-(6-isoquinolyl)-5-methyl-1-piperidyl]-2-oxo-acetyl]amino]-3-methyl-2-pyridyl]carbamate